C(=O)(O)CN1CCN(CCN(CCN(CC1)CC(=O)O)CC(=O)O)CC(=O)NCC(=O)O [4,7,10-tris(carboxymethyl)-1,4,7,10-tetraazacyclododec-1-yl]Acetyl-glycine